COC1=CC=C(C=N1)C1=CNC2=NC=C(C=C21)C2=CC=C(C=C2)N2CCC(CC2)(O)C 1-(4-(3-(6-methoxypyridin-3-yl)-1H-pyrrolo[2,3-b]pyridin-5-yl)phenyl)-4-methylpiperidin-4-ol